[C@@H]12CC(C[C@@H](CC1)N2)OCCOC2=CC=C(OC1=C(C=C3C=NN(C3=C1)C)C(=O)N)C=C2 6-[4-[2-[[(1S,5R)-8-azabicyclo[3.2.1]octan-3-yl]oxy]ethoxy]phenoxy]-1-methyl-indazole-5-carboxamide